1-(1-(3-Fluoro-4-(2-methyl-4-(2-((1-(methylsulfonyl)piperidin-4-yl)amino)-5-(trifluoromethyl)pyrimidin-4-yl)-1H-imidazol-1-yl)phenyl)piperidin-4-yl)pyrrolidin-3-ol FC=1C=C(C=CC1N1C(=NC(=C1)C1=NC(=NC=C1C(F)(F)F)NC1CCN(CC1)S(=O)(=O)C)C)N1CCC(CC1)N1CC(CC1)O